(isopropenyl)-1,3-dihydro-2H-pyrrole C(=C)(C)N1CCC=C1